2-butyl-1-mercapto-hexane C(CCC)C(CS)CCCC